C(#N)N1C2CCC(C1)[C@H]2NC(=O)C=2SC(=CN2)C2=C(C=NC=C2)SC2=CC=C(C=C2)F N-((7R)-2-Cyano-2-azabicyclo[2.2.1]heptan-7-yl)-5-(3-((4-fluorophenyl)thio)pyridin-4-yl)thiazol-2-carboxamid